2,6-bis(4-dimethylaminobenzoyl)bis(dimethylamino)benzophenone CN(C1=CC=C(C(=O)C2=C(C(=O)C3=CC=CC=C3)C(=C(C=C2N(C)C)N(C)C)C(C2=CC=C(C=C2)N(C)C)=O)C=C1)C